N1C=C2CCN=C3C=CC(C1=C23)=O 3,4-dihydropyrrolo[4,3,2-de]quinolin-8(1H)-one